1-methyl-2,3,4,6,7,8-hexa-hydropyrimido[1,2-a]pyrimidine CN1C=2N(CCC1)CCCN2